(S)-cyclohexyl(2-nitrobenzenesulfonamido)acetic acid C1(CCCCC1)[C@@H](C(=O)O)NS(=O)(=O)C1=C(C=CC=C1)[N+](=O)[O-]